ClC=1C=NC(=NC1)N1C(C=2CCC(CC2C=N1)C1=C(C=C(C=C1)C)C)=O 2-(5-Chloropyrimidin-2-yl)-6-(2,4-dimethylphenyl)-5,6,7,8-tetrahydrophthalazin-1(2H)-one